NC1=CC(=C(N=N1)C(=O)OC)Cl methyl 6-amino-4-chloropyridazine-3-carboxylate